C1CNC(CN2C1=CC=1C=CC=CC21)=O 2,3-dihydro-1H-[1,4]diazepino[1,7-a]indol-4(5H)-one